tert-butyl 3-(5,7-difluoro-1H-indol-3-yl)-5,6-dihydro-2H-pyridine-1-carboxylate FC=1C=C2C(=CNC2=C(C1)F)C=1CN(CCC1)C(=O)OC(C)(C)C